NC1=C(C=C(C=N1)C=1C(=NC=CC1)F)C(=O)N[C@@H]1[C@H](CCC1)OCC1=CC=C(C=C1)C=1C=C2CC[C@@H](C2=CC1)N1CCN(CC1)CC(CO)O 6-amino-N-{(1S,2S)-2-[(4-{(1S)-1-[4-(2,3-dihydroxypropyl)piperazin-1-yl]-2,3-dihydro-1H-inden-5-yl}phenyl)methoxy]cyclopentyl}-2'-fluoro[3,3'-bipyridine]-5-carboxamide